C(=O)(O)N1C(=CC(C=C1)=C1C=CN(C=C1)C(=O)O)CCCC N,N'-dicarboxybutyl-4,4'-bipyridyl